FC=1C=C(C=C(C1)F)C1CCC=2N1N=C(N2)C(=O)OCC ethyl 5-(3,5-difluorophenyl)-6,7-dihydro-5H-pyrrolo[1,2-b][1,2,4]triazole-2-carboxylate